1-benzhydryl-pyridine C(C1=CC=CC=C1)(C1=CC=CC=C1)N1CC=CC=C1